2-[(7RS)-5-[(2E)-4-(dimethylamino)but-2-enoyl]-2-(4-fluorophenyl)-3-(pyridin-4-yl)-4,5,6,7-tetrahydropyrazolo[1,5-a]pyrazin-7-yl]-N-methylacetamide CN(C/C=C/C(=O)N1CC=2N([C@@H](C1)CC(=O)NC)N=C(C2C2=CC=NC=C2)C2=CC=C(C=C2)F)C |r|